N,N,N',N'-tetrakis(hydroxyethyl)adipamide OCCN(C(CCCCC(=O)N(CCO)CCO)=O)CCO